(S)-1-(5-((8-chloro-2-methylimidazo[1,2-a]pyridin-7-yl)thio)pyrazin-2-yl)-4'H,6'H-spiro[piperidine-4,5'-pyrrolo[1,2-b]pyrazol]-4'-amine (trifluoroacetate) FC(C(=O)O)(F)F.ClC=1C=2N(C=CC1SC=1N=CC(=NC1)N1CCC3([C@@H](C=4N(N=CC4)C3)N)CC1)C=C(N2)C